COC1=NC(=NC(=C1)OC)NC(=O)NS(=O)(=O)NC1=C(C=CC=C1)C(N(C)C)=O 1-(4,6-Dimethoxypyrimidin-2-yl)-3-[2-(dimethylcarbamoyl)phenylaminosulfonyl]Urea